BrC1=NN2C(N(C(=C(C2=O)N2CCN(CC2)C(=O)OC(C)(C)C)CC)CC(NC2=CC=C(C=C2)S(F)(F)(F)(F)F)=O)=C1 tert-Butyl 4-(2-bromo-5-ethyl-7-oxo-4-(2-oxo-2-((4-(pentafluoro-λ6-sulfanyl)phenyl)amino)ethyl)-4,7-dihydropyrazolo[1,5-a]pyrimidin-6-yl)piperazine-1-carboxylate